N=1N(N=CC1)CC(=O)C=1C=CC(=C(C1)N1C(=NC2=CC=CC=C2C1=O)CN1CCN(CC1)C(COC1=CC=C(C=C1)Cl)=O)OC1CC1 3-(5-(2-(2H-1,2,3-Triazol-2-yl)acetyl)-2-cyclopropoxyphenyl)-2-((4-(2-(4-chlorophenoxy)acetyl)piperazin-1-yl)methyl)quinazolin-4(3H)-one